BrC=1C=C(C=NC1)C1N2CCC(C1)CC2 2-(5-bromopyridin-3-yl)quinuclidine